C1(CC1)C1=C2C(=C(N=C1)OC)NC=C2 4-Cyclopropyl-7-methoxy-1H-pyrrolo[2,3-c]pyridine